C(C)OC(=O)C1[C@@H]2CS(C[C@H]12)(=O)=O (1R,5S,6s)-3-thiabicyclo[3.1.0]hexane-6-carboxylic acid ethyl ester 3,3-dioxide